tert-butyl 3-((3-(aminomethyl)-4-methylphenoxy)methyl)piperidine-1-carboxylate NCC=1C=C(OCC2CN(CCC2)C(=O)OC(C)(C)C)C=CC1C